O=C1NC(CCC1N1CC(OC2=C1C=CC=C2N2CCC(CC2)N(C(OC(C)(C)C)=O)C)(C)C)=O tert-butyl N-[1-[4-(2,6-dioxo-3-piperidyl)-2,2-dimethyl-3H-1,4-benzoxazin-8-yl]-4-piperidyl]-N-methyl-carbamate